FC(S(=O)(=O)N)F 1,1-difluoro-methanesulfonamide